Isobutyl α-(Ethoxycarbonyl)Oxyisobutyrate C(C)OC(=O)OC(C(=O)OCC(C)C)(C)C